2,9-dichloro-6,13-diphenylnaphtho[2,1-b:6,5-b']bisbenzofuran ClC1=CC2=C(C3=C(O2)C(=CC2=C3C=C(C=3OC4=C(C32)C=CC(=C4)Cl)C4=CC=CC=C4)C4=CC=CC=C4)C=C1